C(C)(C)(C)C1=NC(=NO1)C(=O)NCC1=C(C=C(C=C1)C=1C=2C(N=CC1)=CN(N2)CCCCN2CCC(CC2)C2=CC=C(C=C2)NC2C(NC(CC2)=O)=O)C 5-tert-butyl-N-[[4-[2-[4-[4-[4-[(2,6-dioxo-3-piperidyl)amino]phenyl]-1-piperidyl]butyl]pyrazolo[4,3-b]pyridin-7-yl]-2-methyl-phenyl]methyl]-1,2,4-oxadiazole-3-carboxamide